C1=C(C=CC2=CC(=CC=C12)C(=O)N)C(=O)N 2,6-naphthalenedicarboxamide